C(C=C)C(C(=O)[O-])(O)C1CCCCC1 allylcyclohexylglycolate